C(C=C)(=O)OCCCCCCC[Si](F)(F)F acryloxyheptyltrifluorosilane